2-(3-(Azetidine-3-carbonyl)-1H-pyrrolo[2,3-c]pyridin-1-yl)-N-ethyl-5-fluoro-N-isopropylbenzamide N1CC(C1)C(=O)C1=CN(C2=CN=CC=C21)C2=C(C(=O)N(C(C)C)CC)C=C(C=C2)F